OC=1C=CC=C2CCOC(=O)C12 8-hydroxy-3,4-dihydroisocoumarin